(1r,4r)-4-(7-amino-5-methyl-2-oxo-1,2-dihydroquinazolin-3(4H)-yl)-N-(3-methoxy-4-methylphenyl)cyclohexanecarboxamide NC1=CC(=C2CN(C(NC2=C1)=O)C1CCC(CC1)C(=O)NC1=CC(=C(C=C1)C)OC)C